6-(2-methoxypyrimidin-5-yl)-N-(4-(pyrrolidin-1-ylmethyl)pyridin-2-yl)benzo[d]thiazol-2-amine COC1=NC=C(C=N1)C1=CC2=C(N=C(S2)NC2=NC=CC(=C2)CN2CCCC2)C=C1